C1(=CC=CC=C1)C=1C(=O)NC(C1)=O α-phenylmaleimide